ClC1=C(C=CC(=C1)F)C=1C(=NN(C1NC1=C(C=CC=C1)Cl)C)C 4-(2-chloro-4-fluorophenyl)-N-(2-chlorophenyl)-1,3-dimethyl-1H-pyrazol-5-amine